BrC1=C(C=C(C=C1)C1=CC(=CC(=C1)C(F)(F)F)C(F)(F)F)S 4-bromo-3',5'-bis(trifluoromethyl)-[1,1'-biphenyl]-3-thiol